N4,N4'-bis(naphthalen-1-yl)-N4,N4'-diphenyl-biphenyl-4,4'-diamine C1(=CC=CC2=CC=CC=C12)N(C1=CC=C(C=C1)C1=CC=C(C=C1)N(C1=CC=CC=C1)C1=CC=CC2=CC=CC=C12)C1=CC=CC=C1